tert-butyl 4-(2-(3-cyclopropyl-1H-pyrazol-4-yl)-5-fluoropyridin-3-yl)piperazine-1-carboxylate C1(CC1)C1=NNC=C1C1=NC=C(C=C1N1CCN(CC1)C(=O)OC(C)(C)C)F